C(C)(NC1=C(C=C(C(=O)N(C)C)C=C1)OCC1=CC=CC=C1)=N 4-acetimidamido-3-(benzyloxy)-N,N-dimethylbenzamide